O=C1N(C(C=C1)=O)[C@H](C(=O)NCC1=C(C=CC=C1)F)C (S)-2-(2,5-dioxo-2,5-dihydro-1H-pyrrol-1-yl)-N-(2-fluorobenzyl)propanamide